tris(isopropoxy)indium(II) C(C)(C)O[In-](OC(C)C)OC(C)C